6-({4-[2-amino-6-(m-cyanophenyl)-4-pyrimidinyl]-1H-1,2,3-triazol-1-yl}methyl)nicotinic acid NC1=NC(=CC(=N1)C=1N=NN(C1)CC1=NC=C(C(=O)O)C=C1)C1=CC(=CC=C1)C#N